butyl-2,2'-dihydroxy-biphenyl C(CCC)C=1C(=C(C=CC1)C1=C(C=CC=C1)O)O